7-(8-((tert-Butoxycarbonyl)amino)-3-((2-cyclopropyl-1-oxoisoindolin-5-yl)amino)-7-fluoroisoquinolin-6-yl)-8-methyl-2,3-Dihydro-1H-pyrido[2,3-b][1,4]oxazine-1-carboxylate C(C)(C)(C)OC(=O)NC=1C(=C(C=C2C=C(N=CC12)NC=1C=C2CN(C(C2=CC1)=O)C1CC1)C1=C(C2=C(OCCN2C(=O)[O-])N=C1)C)F